ClC1=CC=C(C=C1)C1=C(CCC(C1)(C)C)C(=O)N1CCN(CC1)CC1=CC=C(C=C1)C=1C=C2CN(C(C2=CC1)=O)C1C(NC(CC1)=O)=O 3-(5-(4-((4-(4'-chloro-5,5-dimethyl-3,4,5,6-tetrahydro-[1,1'-biphenyl]-2-carbonyl)piperazin-1-yl)methyl)phenyl)-1-oxoisoindolin-2-yl)piperidine-2,6-dione